OC(COC1=CC(=C(C=C1)C1=NC(=NC(=N1)C1=C(C=C(C=C1)C)C)C1=C(C=C(C=C1)C)C)O)COCCCCCCCCCCCCC 2-[4-((2-hydroxy-3-tridecyloxypropyl)oxy)-2-hydroxyphenyl]-4,6-bis(2,4-dimethyl-phenyl)-1,3,5-triazine